C(C)C1C(OC(C1)=O)=O 3-ethyldihydrofuran-2,5-dione